FC=1C=C(C=CC1OC1=C2C(=NC=C1)NC(N2C(C)C)=O)NC(=O)C=2C=NN(C2C(F)(F)F)C2=NC=CC=C2 N-(3-fluoro-4-((1-isopropyl-2-oxo-2,3-dihydro-1H-imidazo[4,5-b]pyridine-7-yl)oxy)phenyl)-1-(pyridine-2-yl)-5-(trifluoromethyl)-1H-pyrazole-4-carboxamide